O=C(C=C)NC(CCNC(=O)C=1C=NC(=CC1)CN=[N+]=[N-])C N-[3-[(1-oxo-2-propen-1-yl)amino]butyl]-6-(azidomethyl)-3-pyridinecarboxamide